2-(4-cyclobutyl-1-methyl-5-(2-(trifluoromethyl)thiazol-5-yl)-1H-pyrazol-3-yl)isoindoline-1,3-dione C1(CCC1)C=1C(=NN(C1C1=CN=C(S1)C(F)(F)F)C)N1C(C2=CC=CC=C2C1=O)=O